C12CN(CC(N1)C2)C2=C1CN(CC1=CC=C2)C2C(NC(CC2)=O)=O 4-(3,6-diazabicyclo[3.1.1]heptane-3-yl)-2-(2,6-dioxopiperidin-3-yl)isoindoline